3-(Dibenzo[b,d]furan-3-yl)-3-(5-(2-(5,6,7,8-tetrahydro-1,8-naphthyridin-2-yl)ethyl)-1H-indazol-1-yl)propanoic acid C1=CC(=CC=2OC3=C(C21)C=CC=C3)C(CC(=O)O)N3N=CC2=CC(=CC=C32)CCC3=NC=2NCCCC2C=C3